C(C)(C)(C)N1[SiH2]N([SiH2]1)C(C)(C)C 1,3-bis(tert-butyl)cyclodisilazane